tert-butyl 3-(2-(2-(trifluoromethyl)phenyl)allyl)piperidine-1-carboxylate FC(C1=C(C=CC=C1)C(CC1CN(CCC1)C(=O)OC(C)(C)C)=C)(F)F